(E)-4-(4-methylpiperazin-1-yl)but-2-enoic acid CN1CCN(CC1)C/C=C/C(=O)O